4-[4-[2-[[5-[(5-tert-butyl-1,3-oxazol-2-yl)methylsulfanyl]-1,3-thiazol-2-yl]amino]-2-oxoethyl]phenoxy]-N-hydroxybutanamide C(C)(C)(C)C1=CN=C(O1)CSC1=CN=C(S1)NC(CC1=CC=C(OCCCC(=O)NO)C=C1)=O